C(C=C)[C@@]1(C(OC(C(C1)C1=CC(=CC=C1)Cl)C1=CC=C(C=C1)Cl)=O)C (S)-3-allyl-5-(3-chlorophenyl)-6-(4-chlorophenyl)-3-methyltetrahydro-2H-pyran-2-one